benzotriazol-1-yl-oxotripyrrolidinylphosphonium hexafluorophosphate F[P-](F)(F)(F)(F)F.N1(N=NC2=C1C=CC=C2)[P+](N2C(CCC2)=O)(N2CCCC2)N2CCCC2